OCCCOCCNC(=O)C1=CC2=C(N(C(=N2)NC=2SC3=C(N2)C=CC(=C3)OC(F)(F)F)C)C=C1 1-Methyl-2-(6-trifluoromethoxy-benzothiazol-2-ylamino)-1H-benzoimidazole-5-carboxylic acid [2-(3-hydroxy-propoxy)-ethyl]-amide